NCCCC[C@@H](C(=O)N[C@H](C(=O)N[C@H](C(=O)N[C@H](C(C1=CC=CC=C1)=O)CCCCN)C)C)NC(CCCCCCCCCCCCCCC)=O N-((S)-6-amino-1-(((S)-1-(((S)-1-(((S)-6-amino-1-oxo-1-phenylhexan-2-yl)amino)-1-oxopropan-2-yl)amino)-1-oxopropan-2-yl)amino)-1-oxohexan-2-yl)palmitamide